1,3,5-trichlorobenzoyl chloride ClC1(C(=O)Cl)CC(=CC(=C1)Cl)Cl